2-(2-chloro-6-methylphenyl)-2,3-dihydroquinazolin-4(1H)-one ClC1=C(C(=CC=C1)C)C1NC2=CC=CC=C2C(N1)=O